[N+](=O)([O-])C=1C=C2C(NC(NC2=C(C1)[N+](=O)[O-])=O)=O 6,8-dinitro-2,4(1H)quinazolinedione